(R)-8-cyclopentyl-7-ethyl-2-{{1-[2-(4-hydroxypiperidin-1-yl)acetyl]-7-methoxy-1,2,3,4-tetrahydroquinolin-6-yl}amino}-5-methyl-7,8-dihydropterin C1(CCCC1)N1C(CN(C=2C(N[C@](NC12)(N)NC=1C=C2CCCN(C2=CC1OC)C(CN1CCC(CC1)O)=O)=O)C)CC